CS(=O)(=O)OC(C1=CC=CC(=C1)F)OCC1(CC1)NC(=O)OC(C)(C)C ((1-((tert-butoxycarbonyl) amino) cyclopropyl) methoxy)-5-fluorobenzyl methanesulfonate